FC1=C(C=C(C(=O)N(C=2C=C(C=3N(C2)C=CN3)C)C)C=C1)OC 6-[(4-fluoro-3-methoxy-benzoyl)-methyl-amino]-8-methyl-imidazo[1,2-a]pyridin